BrC(C)C=1C=CC(=NC1)C=1C(=NOC1C)C 4-(5-(1-bromoethyl)pyridin-2-yl)-3,5-dimethylisoxazole